C(C)(C)(C)C=1C(=NN(C1NC(O[C@H](C(F)(F)F)C)=O)C)C1CC(C1)(F)F (S)-1,1,1-trifluoropropan-2-yl (4-(tert-butyl)-3-(3,3-difluorocyclobutyl)-1-methyl-1H-pyrazol-5-yl)carbamate